BrC1=C(C(=O)OC)C=CC(=C1)[C@]1(COCC1)NC(=O)C=1N(C2=CC=C(C(=C2C1)Cl)Cl)C |r| (±)-methyl 2-bromo-4-[3-[(4,5-dichloro-1-methyl-indole-2-carbonyl)amino]tetrahydrofuran-3-yl]benzoate